tri(3-hydroxylpropyl)phosphine 2,6-Diisopropylphenyl-4-(2-Aminopropanoyloxy)Butanoate Hydrochloride Cl.C(C)(C)C1=C(C(=CC=C1)C(C)C)OC(CCCOC(C(C)N)=O)=O.OCCCP(CCCO)CCCO